C1(CCC1)[C@@H](C)NC1=NC(=NC=C1C(=O)N)NC1CCC(CC1)O 4-((R)-1-cyclobutylethylamino)-2-((1r,4R)-4-hydroxycyclohexylamino)pyrimidine-5-carboxamide